2-[2,4-bis(trifluoromethyl)phenyl]-N-(4-fluorophenyl)-N-({5-[6-(1,4-oxazinan-4-yl)-1,2-diazin-3-yl]-1,3,4-oxadiazol-2-yl}methyl)acetamide FC(C1=C(C=CC(=C1)C(F)(F)F)CC(=O)N(CC=1OC(=NN1)C=1N=NC(=CC1)N1CCOCC1)C1=CC=C(C=C1)F)(F)F